N[C@@H](C(=O)OCC)CC1=CC=CC2=C1COB2O ethyl (2R)-2-amino-3-(1-hydroxy-3H-2,1-benzoxaborol-4-yl)propanoate